[Cl-].COC(C(CCC1=CC=CC=C1)[NH3+])=O 1-methoxy-1-oxo-4-phenylbutan-2-aminium chloride